(S)-(-)-2-methyl-2-propanesulfinamide CC(C)(C)[S@](=O)N